tert-butyl 3-[(2-cyclopropyl-4-fluoro-1-oxoisoquinolin-7-yl)amino]-3-(2,3-dichloro-6-fluorophenyl)azetidine-1-carboxylate C1(CC1)N1C(C2=CC(=CC=C2C(=C1)F)NC1(CN(C1)C(=O)OC(C)(C)C)C1=C(C(=CC=C1F)Cl)Cl)=O